ClC1=C(C=CC=C1)N1CCN(CC1)C1=CC=C(C=N1)C1=C2C=NC=NC2=CC(=C1)C=1C=NN(C1)C 5-(6-(4-(2-Chlorophenyl)piperazin-1-yl)pyridin-3-yl)-7-(1-methyl-1H-pyrazol-4-yl)quinazoline